OC1=C(C=C(C=C1)C=CC(=O)C1=CC=C(C=C1)C(C=CC1=CC(=C(C=C1)O)OC)=O)OC 3-(4-Hydroxy-3-methoxyphenyl)-1-[4-[3-(4-hydroxy-3-methoxyphenyl)prop-2-enoyl]phenyl]prop-2-en-1-one